FC1=CC=C2C[C@@H](C2=C1)NC(=NO)C1=NON=C1OCC(=O)N1C[C@@H](CC1)O N-[(7S)-4-Fluorobicyclo[4.2.0]octa-1,3,5-trien-7-yl]-N'-hydroxy-4-{2-[(3R)-3-hydroxypyrrolidin-1-yl]-2-oxoethoxy}-1,2,5-oxadiazol-3-carboximidamid